2,4-di-tert-butyl-phenyl-3,5-di-tert-butyl-4-hydroxybenzoate C(C)(C)(C)C1=C(C=CC(=C1)C(C)(C)C)OC(C1=CC(=C(C(=C1)C(C)(C)C)O)C(C)(C)C)=O